3-oxohexanoic acid O=C(CC(=O)O)CCC